ClCCCCN1C(=CC=C1C)C#N 1-(4-Chlorobutyl)-5-methyl-1H-pyrrole-2-carbonitrile